1,1,3,3-tetrachloropropylene ClC(=CC(Cl)Cl)Cl